C1(=CCCC1)C1=CC=C(C(=C1C(=O)N)F)[N+](=O)[O-] 6-(Cyclopent-1-en-1-yl)-2-fluoro-3-nitrobenzamide